FC1=C(CC2=NC3=C(N2C[C@H]2OCC2)C=C(C=C3)C(=O)O)C=C(C(=C1)C1=NC(=CC=C1)OCC=1OC=C(C1)C(F)(F)F)F (S)-2-(2,5-difluoro-4-(6-((4-(trifluoromethyl)furan-2-yl)methoxy)pyridin-2-yl)benzyl)-1-(oxetan-2-ylmethyl)-1H-benzo[d]imidazole-6-carboxylic acid